C(CCCCCCCCCCCC=CCCCCCC)(=O)OCCCCCCCCCCCCCCCCCCCCCCCCCCCCCCCCCCCCC heptatriacontyl eicos-13-enoate